4-(1-Aminoethyl)-N-(4-pyridyl)cyclohexanecarboxamide dihydrochloride monohydrate O.Cl.Cl.NC(C)C1CCC(CC1)C(=O)NC1=CC=NC=C1